N[C@@H]1CC(N(C1)C1=CC=C(C=C1)S(=O)(=O)N1CCN(CC1)C1=NC(=CC(=C1)C(F)(F)[C@@H]1CC[C@H](CC1)C(=O)N1CC[N+](CC1)(C)CCN)Cl)=O Trans-(4R)-4-amino-1-[4-[4-[4-[[4-[4-(2-aminoethyl)-4-methyl-piperazin-4-ium-1-carbonyl]cyclohexyl]-difluoro-methyl]-6-chloro-2-pyridyl]piperazin-1-yl]sulfonylphenyl]pyrrolidin-2-one